tert-butyl 2-(allyl(tert-butoxycarbonyl)amino)-3-vinyl-7,8-dihydro-4H-pyrazolo[1,5-a][1,4]diazepine-5(6H)-carboxylate C(C=C)N(C1=NN2C(CN(CCC2)C(=O)OC(C)(C)C)=C1C=C)C(=O)OC(C)(C)C